ethyl 7-chloro-5-methyl-4-oxo-1-(3-phenyl-1,2,4-thiadiazol-5-yl)-1,4-dihydro-1,8-naphthyridine-3-carboxylate ClC1=CC(=C2C(C(=CN(C2=N1)C1=NC(=NS1)C1=CC=CC=C1)C(=O)OCC)=O)C